5-amino-1-(3,3-difluorocyclobutyl)-3-(4-((4-(trifluoromethyl)pyridin-2-yl)carbamoyl)phenyl)-1H-pyrazole-4-carboxamide NC1=C(C(=NN1C1CC(C1)(F)F)C1=CC=C(C=C1)C(NC1=NC=CC(=C1)C(F)(F)F)=O)C(=O)N